(4-((4-(4-(2,4-dioxotetrahydropyrimidin-1(2H)-yl)-3-methoxybenzoyl)piperazin-1-yl)methyl)piperidin-1-yl)carbamate O=C1N(CCC(N1)=O)C1=C(C=C(C(=O)N2CCN(CC2)CC2CCN(CC2)NC([O-])=O)C=C1)OC